C1(CC1)C1=NC=NC(=C1C=1N=CC2=C(N1)C(=CN2)C(O)C2=CC(=C(C(=C2)F)C=2N(C=C(N2)C(F)(F)F)C)F)OC [2-(4-cyclopropyl-6-methoxy-pyrimidin-5-yl)-5H-pyrrolo[3,2-d]pyrimidin-7-yl]-[3,5-difluoro-4-[1-methyl-4-(trifluoromethyl)imidazol-2-yl]phenyl]methanol